[Br-].[NH2+]1C=NC2=C1C=CC=C2 1H-benzimidazolium bromide